C(CC)OC(C(=O)[O-])=O monopropyl-oxalate